exo-tert-butyl (1R,5S,6s)-6-formyl-3-azabicyclo[3.1.0]hexane-3-carboxylate C(=O)C1[C@H]2CN(C[C@@H]12)C(=O)OC(C)(C)C